FC1=C(C=C(C=C1)NC1=NC=NC2=CC(=C(C=C12)[N+](=O)[O-])OC)Cl 4-(4-fluoro-3-chlorophenylamino)-7-methoxy-6-nitroquinazoline